Cl.N[C@H](C(=O)NC)[C@@H](C)OCC1CCCCC1 (2S,3R)-2-amino-3-(cyclohexylmethoxy)-N-methylbutanamide hydrochloride